N-((2-(2,6-dioxopiperidin-3-yl)-4,6-difluoro-1-oxoisoindolin-5-yl)methyl)indolizine-2-carboxamide O=C1NC(CCC1N1C(C2=CC(=C(C(=C2C1)F)CNC(=O)C=1C=C2C=CC=CN2C1)F)=O)=O